2-carboxyphenyl-selenium C(=O)(O)C1=C(C=CC=C1)[Se]